(e)-3-phenylprop-2-enal C1(=CC=CC=C1)/C=C/C=O